3-Ethyl-2-methoxyquinoline-7-carbaldehyde C(C)C=1C(=NC2=CC(=CC=C2C1)C=O)OC